BrC1=C(N(N=C1)C)C(C)OCCO[Si](C)(C)C(C)(C)C 2-[1-(4-bromo-2-methyl-pyrazol-3-yl)ethoxy]ethoxy-tert-butyl-dimethyl-silane